C(C)(C)(C)OC(=O)N1CC(CC1)C1=NC=NC2=CC=C(C=C12)C=1C=NC(=C(C1)S(=O)(=O)C1=C(C=C(C=C1)F)F)OC 3-(6-(5-((2,4-difluorophenyl)sulfonyl)-6-methoxypyridin-3-yl)quinazoline-4-yl)pyrrolidine-1-carboxylic acid tert-butyl ester